COC(C(C(C)C)C1=CC(=NO1)C1CC2(CN(C2)C(=O)OC(C)(C)C)C1)=O tert-butyl 6-(5-(1-methoxy-3-methyl-1-oxobutan-2-yl)isoxazol-3-yl)-2-azaspiro[3.3]heptane-2-carboxylate